C(C(=O)C[C@@H](O)[C@@H](O)[C@H](O)[C@H](O)CO)(=O)[O-] 3-Deoxy-manno-octulosonate